(E)-2-hydroxy-4-methoxy-6-[2-(1-benzoylpiperidin-4-yl)vinyl]benzoic acid OC1=C(C(=O)O)C(=CC(=C1)OC)\C=C\C1CCN(CC1)C(C1=CC=CC=C1)=O